(2S,4a'R,7'R,8'S,8a'R)-2',2'-dimethyl-8'-(4-(3,4,5-trifluorophenyl)-1H-1,2,3-triazol-1-yl)hexahydro-3H,4'H-spiro[furan-2,6'-pyrano[3,2-d][1,3]dioxine] CC1(OC[C@@H]2[C@H](O1)[C@H](C[C@]1(O2)OCCC1)N1N=NC(=C1)C1=CC(=C(C(=C1)F)F)F)C